4-(4-(4-(2-(2-aminopyridin-3-yl)-5-morpholino-3H-imidazo[4,5-b]pyridin-3-yl)benzyl)piperazin-1-yl)-2-hydroxybenzaldehyde NC1=NC=CC=C1C1=NC=2C(=NC(=CC2)N2CCOCC2)N1C1=CC=C(CN2CCN(CC2)C2=CC(=C(C=O)C=C2)O)C=C1